sodium seleno hydride [SeH2].[Na]